COC(C1CCN(CC1)C1=CC=C(C=C1)C1=CCCCC2=C1C=CC(=C2)C(=O)OC)OC methyl 5-[4-[4-(dimethoxymethyl)-1-piperidyl]phenyl]-8,9-dihydro-7H-benzo[7]annulene-2-carboxylate